CS(=O)(=O)OCCCOC1CC(C1)COCC1=CC=CC=C1 3-((1r,3r)-3-((Benzyloxy)methyl)cyclobutoxy)propyl methanesulfonate